Dichloro-5,12-di-n-butyl-1,5,8,12-tetraazabicyclo[6.6.2]hexadecane Manganese(II) [Mn+2].ClC1(N2CCN(CCCN(CCN(CC1)CCCC)CC2)CCCC)Cl